CC(C)(C)[S@@](=O)N[C@@H]1C=2N=C(SC2CC12CCNCC2)CNC (R)-2-methyl-N-((S)-2-((methylamino)methyl)-4,6-dihydrospiro[cyclopenta[d]thiazole-5,4'-piperidine]-4-yl)propane-2-sulfinamide